C1(CC1)S(=O)(=O)N1N=CC(=C1)C1=NC=CC(=N1)NC1=CC(=C(C=N1)C1=NC=C(C=C1)OC1CCN(CC1)C)NC1CCC(CC1)(F)F N6'-(2-(1-(Cyclopropylsulfonyl)-1H-pyrazol-4-yl)pyrimidin-4-yl)-N4'-(4,4-difluorocyclohexyl)-5-((1-methylpiperidin-4-yl)oxy)-[2,3'-bipyridine]-4',6'-diamine